1-(4-bromophenyl)-3-chloropropan-1-one BrC1=CC=C(C=C1)C(CCCl)=O